[K+].CC(CCCCCCCCC(=O)[O-])CCCCCCCC 10-methylstearic acid potassium salt